N1(CCCCC1)C(=O)C=1C=C2C(=NC1)N(C=C2)C=2C=NC=C(C(=O)N)C2 5-(5-(piperidine-1-carbonyl)-1H-pyrrolo[2,3-b]pyridin-1-yl)nicotinamide